3-chloro-8-methoxy-6H-benzo[c]chromen-6-one ClC1=CC=C2C3=C(C(OC2=C1)=O)C=C(C=C3)OC